ClC=1C=C(C=CC1)C=1C=CC=C2C(=C(N3C(C12)=NC=N3)C(=O)NCC(=O)OCC)O ethyl (10-(3-chlorophenyl)-6-hydroxy-[1,2,4]triazolo[5,1-a]isoquinoline-5-carbonyl)glycinate